OC1=C(C=C(O)C=C1)O 4-hydroxyresorcinol